C1(=CC=CC=C1)C1=NC=CNC2=C1C=CC=C2 5-phenyl-1,4-benzodiazepine